Hydroxymethyl-Phosphonium Sulfate S(=O)(=O)([O-])[O-].OC[PH3+].OC[PH3+]